N-(1'-(6-cyclopropoxy-2-(1,1-difluoroethyl)pyrimidin-4-yl)-1',2'-dihydrospiro[cyclopropane-1,3'-pyrrolo[3,2-c]pyridin]-6'-yl)acetamide C1(CC1)OC1=CC(=NC(=N1)C(C)(F)F)N1CC2(C=3C=NC(=CC31)NC(C)=O)CC2